3,6-dimethyltetradecanal CC(CC=O)CCC(CCCCCCCC)C